CN1C=NC2=C(C1=O)C(=NC=C2C2=CC=C(C=C2)C(F)(F)F)NC(C(=O)N)C ((3-methyl-4-oxo-8-(4-(trifluoromethyl)phenyl)-3,4-dihydropyrido[4,3-d]pyrimidin-5-yl)amino)propanamide